O1[C@H](COCC1)CN1N=C2C3=C(CC4(C2=C1)CCC4)OC(=C3C(F)(F)F)C(=O)NCC3=NN(C=C3)C 2'-[(2S)-1,4-dioxan-2-ylmethyl]-N-[(1-methyl-1H-pyrazol-3-yl)methyl]-8'-(trifluoromethyl)-2',5'-dihydrospiro[cyclobutan-1,4'-furo[2,3-g]indazol]-7'-carboxamide